2-((4,5-dihydro-1H-imidazol-2-yl)methyl)-1'-((1s,4s)-4-isopropylcyclohexyl)-3-oxo-2,3-dihydro-1H-spiro[isoquinoline-4,4'-piperidine]-7-carbonitrile N1C(=NCC1)CN1CC2=CC(=CC=C2C2(CCN(CC2)C2CCC(CC2)C(C)C)C1=O)C#N